FC(OC1=NC=C(C2=C1N=C(S2)[NH-])N2CCOCC2)F (4-difluoromethoxy-7-morpholin-4-yl-thiazolo[4,5-c]pyridin-2-yl)-amid